(4aR,8aS)-6-[3-[2-[2-(Methoxymethyl)phenyl]ethynyl]azetidine-1-carbonyl]-4,4a,5,7,8,8a-hexahydropyrido[4,3-b][1,4]oxazin-3-one COCC1=C(C=CC=C1)C#CC1CN(C1)C(=O)N1C[C@@H]2[C@@H](OCC(N2)=O)CC1